6-(3-Fluorophenyl)-1-(pyridazin-3-ylmethyl)pyrazolo[4,3-b]pyridine trifluoroacetate salt FC(C(=O)O)(F)F.FC=1C=C(C=CC1)C=1C=C2C(=NC1)C=NN2CC=2N=NC=CC2